N,N-dimethylanilinium tetrakis{3,5-di(trifluoromethyl)phenyl}borate FC(C=1C=C(C=C(C1)C(F)(F)F)[B-](C1=CC(=CC(=C1)C(F)(F)F)C(F)(F)F)(C1=CC(=CC(=C1)C(F)(F)F)C(F)(F)F)C1=CC(=CC(=C1)C(F)(F)F)C(F)(F)F)(F)F.C[NH+](C1=CC=CC=C1)C